2-(2-chlorophenyl)-4-(3-(dimethylamino)phenyl)-5-methyl-1,2-dihydro-3H-pyrazolo[4,3-c]pyridine-3,6(5H)-dione ClC1=C(C=CC=C1)N1NC=2C(=C(N(C(C2)=O)C)C2=CC(=CC=C2)N(C)C)C1=O